ClC=1C=C(OC[C@@H](C2=CC(=C(C=C2)F)Cl)NC(=O)[C@@H]2CNC(O2)=O)C=CC1F |&1:6| (S)-N-((R and S)-2-(3-chloro-4-fluorophenoxy)-1-(3-chloro-4-fluorophenyl)ethyl)-2-oxooxazolidine-5-carboxamide